3-(6-Azaspiro[2.5]octan-6-yl)-5-(R-cyclopropylsulfonimidoyl)-N-(2-(4,4-difluoro-1-piperidinyl)-6-methyl-4-pyrimidinyl)-2-pyridinecarboxamide C1CC12CCN(CC2)C=2C(=NC=C(C2)[S@@](=O)(=N)C2CC2)C(=O)NC2=NC(=NC(=C2)C)N2CCC(CC2)(F)F